N-(cyclopropylmethyl)-7-methoxy-6-(pyrimidin-2-yloxy)-1H,2H,3H-cyclopenta[b]quinolin-9-amine C1(CC1)CNC1=C2C(=NC=3C=C(C(=CC13)OC)OC1=NC=CC=N1)CCC2